COC=1C=C(\C=N\NC(=O)C2=NC(=CN=C2)C2=CC=C(C=C2)F)C=C(C1)OC (E)-N'-(3,5-dimethoxybenzylidene)-6-(4-fluorophenyl)pyrazine-2-carbohydrazide